(5'S,7a'R)-1-[5-(3-hydroxy-1,2-oxazol-5-yl)pyridin-2-yl]-5'-phenyltetrahydro-3'H-spiro[piperidine-4,2'-pyrrolo[2,1-b][1,3]oxazol]-3'-one OC1=NOC(=C1)C=1C=CC(=NC1)N1CCC2(C(N3[C@H](O2)CC[C@H]3C3=CC=CC=C3)=O)CC1